N-Methyl-6-((6-(3-methylisoxazol-4-yl)-1-oxoisoquinolin-2(1H)-yl)methyl)picolinamide CNC(C1=NC(=CC=C1)CN1C(C2=CC=C(C=C2C=C1)C=1C(=NOC1)C)=O)=O